OC=1NC2=CC=C(C=C2C1C1=NC=C(C=C1)CN1CCOCC1)C#N 2-hydroxy-3-[5-[(morpholin-4-yl)methyl]pyridin-2-yl]-1H-indole-5-carbonitrile